N-(5-formyl-2-(methylthio)pyrimidin-4-yl)-N-((3R,4S)-4-methoxytetrahydrofuran-3-yl)glycine methyl ester COC(CN([C@@H]1COC[C@H]1OC)C1=NC(=NC=C1C=O)SC)=O